CC1=C(C=C(C(=O)NC2=NN(C(=C2)C)CC(F)(F)F)C=C1)C#CC=1C=NC=CC1 4-methyl-N-[5-methyl-1-(2,2,2-trifluoroethyl)-1H-pyrazol-3-yl]-3-[2-(pyridin-3-yl)ethynyl]benzamide